chloro-methyl-zinc picolinate N1=C(C=CC=C1)C(=O)O.Cl[Zn]C